tert-butyl 4-[5-(1-ethoxyvinyl)thiazol-2-yl]-4-hydroxy-piperidine-1-carboxylate C(C)OC(=C)C1=CN=C(S1)C1(CCN(CC1)C(=O)OC(C)(C)C)O